[2-(pyridin-2-yl)-4-(4,6-diphenylpyrimidin-2-yl)phenyl]phenol rubidium [Rb].N1=C(C=CC=C1)C1=C(C=CC(=C1)C1=NC(=CC(=N1)C1=CC=CC=C1)C1=CC=CC=C1)C1=C(C=CC=C1)O